C(C(C)C)NC=1C=NC=2CCN(CC2C1)C=1C(=CC=2N(N1)C(C=CN2)=O)C 7-(3-(isobutylamino)-7,8-dihydro-1,6-naphthyridin-6(5H)-yl)-8-methyl-4H-pyrimido[1,2-b]pyridazin-4-one